imidazol-5-amine N1C=NC=C1N